O=C1NC(CCC1N1C(C2=CC=C(C=C2C1=O)CN1CC(CCC1)N1CCNCC1)=O)=O 2-(2,6-dioxopiperidin-3-yl)-5-((3-(piperazin-1-yl)piperidin-1-yl)methyl)isoindoline-1,3-dione